CN(C)C[C@@H]1CC(CC(N1)C=1C=2N(C=CC1)C(=C(N2)C#CCNC2=C(C=C(C=C2)S(=O)(=O)C)OC)CC(F)(F)F)(F)F N-(3-(8-((6S)-6-((dimethylamino)methyl)-4,4-difluoropiperidin-2-yl)-3-(2,2,2-trifluoroethyl)imidazo[1,2-a]pyridin-2-yl)prop-2-yn-1-yl)-2-methoxy-4-(methylsulfonyl)aniline